N,N'-Bis(acryloyl)piperazine C(C=C)(=O)N1CCN(CC1)C(C=C)=O